C(#N)C(C(=O)O)=CC1=CC2=C(C=C(O2)C2=CC=C(C=C2)N(C2=CC=CC=C2)C)C=C1 2-cyano-3-(2-(4-(methyl-(phenyl)amino)phenyl)benzofuran-6-yl)acrylic acid